ClC1=CC=CC2=C1C(C1=NC=CC=C1CO2)N 10-chloro-5,11-dihydrobenzo[6,7]oxepino[4,3-b]pyridin-11-amine